C(C)(=O)NC=1C(=C(C(=O)O)C=CC1N[SH4]OOCC)N1CCC2(CC2)CC1 (acetylamino)-4-[(ethyldioxy-λ6-thio)amino]-2-(6-azaspiro[2.5]oct-6-yl)benzoic acid